((1-(cyanomethyl)cyclopropyl)methyl)-4-fluoro-1H-benzo[d]imidazole-6-carboxylate C(#N)CC1(CC1)COC(=O)C=1C=C(C2=C(NC=N2)C1)F